ClC1=NC(=C2N=CN(C2=N1)[C@@H]1O[C@@H]([C@H]2OC(O[C@H]21)(C)C)CO)N2CC1(CCC3=CC=C(C=C13)F)C2 [(3aR,4R,6R,6aR)-4-[2-chloro-6-(6'-fluorospiro[azetidine-3,1'-indane]-1-yl)purin-9-yl]-2,2-dimethyl-3a,4,6,6a-tetrahydrofuro[3,4-d][1,3]dioxol-6-yl]methanol